3-((3-fluoro-4-(4-(2-(4-((5-fluoro-4-oxo-7-((tetrahydro-2H-pyran-4-yl)methoxy)-3,4-dihydroquinazolin-2-yl)methoxy)piperidin-1-yl)ethyl)piperazin-1-yl)phenyl)amino)piperidine-2,6-dione FC=1C=C(C=CC1N1CCN(CC1)CCN1CCC(CC1)OCC1=NC2=CC(=CC(=C2C(N1)=O)F)OCC1CCOCC1)NC1C(NC(CC1)=O)=O